BrC1=C(C(=CC=C1F)F)Br 1,2-dibromo-3,6-difluorobenzene